2-[1-(4-fluorophenyl)ethyl]benzisothiazol-3(2H)-one-1,1-dioxide FC1=CC=C(C=C1)C(C)N1S(C2=C(C1=O)C=CC=C2)(=O)=O